2-[[6-(4-Fluoro-3-methyl-phenyl)pyrazolo[4,3-b]pyridin-1-yl]methyl]-5-methyl-thiazole FC1=C(C=C(C=C1)C=1C=C2C(=NC1)C=NN2CC=2SC(=CN2)C)C